NC=1C=2N(C=CN1)C(=NC2C2=CC(=C(C=C2)NC(=O)NC2=CC(=C(C=C2)OC2C(CN(CC2)C)F)C(F)(F)F)F)C2CC2 1-(4-(8-amino-3-cyclopropylimidazo[1,5-a]pyrazin-1-yl)-2-fluorophenyl)-3-(4-((3-fluoro-1-methylpiperidin-4-yl)oxy)-3-(trifluoromethyl)phenyl)urea